C(CCCCCCC)C1=CC=C(C=C1)C=1OC2=C(C1C1=C(C(C(C1(F)F)(F)F)(F)F)C1=C(OC3=C1C=CC=C3)C3=CC=C(C=C3)CCCCCCCC)C=CC=C2 1,2-bis(2-(4-n-octylphenyl)-1-benzofuran-3-yl)perfluorocyclopentene